3-METHOXY-6-METHYL-PYRAZINECARBOXALDEHYDE COC=1C(=NC(=CN1)C)C=O